ClC1=NC(=C2N(C(=NC2=N1)C(=O)C1=CC(=CC2=CC=C(C(=C12)C#C[Si](C(C)C)(C(C)C)C(C)C)F)OCOC)C1CCC1)N1C[C@](CCC1)(C)O {2-chloro-7-cyclobutyl-6-[(3R)-3-hydroxy-3-methylpiperidin-1-yl]-7H-purin-8-yl}[7-fluoro-3-(methoxymethoxy)-8-{[tri(propan-2-yl)silyl]ethynyl}naphthalen-1-yl]methanone